C(CCCCCCCCCCCC)(=O)OCI Iodomethyl tridecanoate